FC(OC=1C(=NC(=NC1OC)NS(=O)(=O)C1=CNC2=C(C(=CC=C12)F)C1=NC=CN=C1)OC)F N-[5-(difluoromethoxy)-4,6-dimethoxy-pyrimidin-2-yl]-6-fluoro-7-pyrazin-2-yl-1H-indole-3-sulfonic acid amide